OC1C(C(C2=CC=CC=C12)=O)(C1=CC2=CC=CC=C2C=C1)C (-)-3-Hydroxy-2-methyl-2-(naphthalen-2-yl)-2,3-dihydro-1H-inden-1-one